[Ca].C([C@@H](O)CC(=O)O)(=O)O L-malic acid calcium